2-amino-N'-cyclohexyl-N',3-dimethyl-N-((5-(trifluoromethyl)pyridin-2-yl)methyl)quinoline-6-carbohydrazide NC1=NC2=CC=C(C=C2C=C1C)C(=O)N(N(C)C1CCCCC1)CC1=NC=C(C=C1)C(F)(F)F